BrC=1C=C(C=2N(C1)N=CC2C(=O)N)C=2C=NC(=CC2)F 6-bromo-4-(6-fluoropyridin-3-yl)pyrazolo[1,5-a]pyridine-3-carboxamide